FC1=CC=C(C=C1)C1SCC(N1C1=C(C=C(C(=O)OCCCN2CCCCC2)C=C1)C)=O 3-(1-Piperidinyl)propyl 4-[2-(4-fluorophenyl)-4-oxo-1,3-thiazolidin-3-yl]-3-methylbenzoate